C(#N)CNC(C1=C(C=C(C=C1)C1=NC(=NC=C1)NC=1C=NN(C1)C1CC1)F)=O N-(cyanomethyl)-4-(2-((1-cyclopropyl-1H-pyrazol-4-yl)amino)pyrimidin-4-yl)-2-fluorobenzamide